2-chloro-9-(2-(methoxymethoxy)-4-(1-methyl-4-(trifluoromethyl)-1H-imidazol-2-yl)benzyl)-7-methyl-7H-purin-8(9H)-imine ClC1=NC=C2N(C(N(C2=N1)CC1=C(C=C(C=C1)C=1N(C=C(N1)C(F)(F)F)C)OCOC)=N)C